C(C)OC(=O)C1=C(N=C(N1OC(C)=O)C1=CC(=C(C=C1)OCC(C)C)C#N)C 1-acetoxy-2-(3-cyano-4-isobutoxyphenyl)-4-methyl-1H-imidazole-5-carboxylic acid ethyl ester